NC=1C2=C(N=CN1)N(C(=C2C2=CC=C(C=C2)OC2=NC=CC(=N2)C)C2=CC=C(C=C2)N2C(C(CC2)=C)=O)C 1-(4-(4-amino-7-methyl-5-(4-((4-methylpyrimidin-2-yl)oxy)phenyl)-7H-pyrrolo[2,3-d]pyrimidin-6-yl)phenyl)-3-methylenepyrrolidin-2-one